4-(perfluoro-1-octyloxy)phthalonitrile FC(C(C(C(C(C(C(C(F)(F)F)(F)F)(F)F)(F)F)(F)F)(F)F)(F)F)(OC=1C=C(C(C#N)=CC1)C#N)F